Cl.CNC(CC1=CC2=C(OCO2)C=C1)C N,α-dimethyl-1,3-benzodioxole-5-ethanamine, monohydrochloride